N-(Pyridin-4-ylmethyl)-1H-pyrrolo[2,3-c]pyridin-5-amine N1=CC=C(C=C1)CNC=1C=C2C(=CN1)NC=C2